FC=1C=C(C=CC1F)C=1C=C(C=NC1)OC=1C=CC(=C(C#N)C1)N1CCC2(CN(C2)C(C(C)(C)O)=O)CC1 5-{[5-(3,4-difluorophenyl)pyridin-3-yl]oxy}-2-[2-(2-hydroxy-2-methylpropanoyl)-2,7-diazaspiro[3.5]nonan-7-yl]benzonitrile